(S)- and (R)-2-((4-cyanophenethyl)amino)-2-phenyl-N-(1-phenyl-1H-pyrazol-3-yl)-acetamide C(#N)C1=CC=C(CCN[C@H](C(=O)NC2=NN(C=C2)C2=CC=CC=C2)C2=CC=CC=C2)C=C1 |r|